C(C)OC(C(CCN(C)CCC(C(OCC)OCC)[SiH3])[SiH3])OCC bis(3-diethoxymethyl-silylpropyl)N-methylamine